[Br-].C(CCC)[P+](CC(=O)NC1=C(C=CC=C1C)C)(CCCC)CCCC tri-n-butyl-(2-((2,6-dimethylphenyl)amino)-2-oxoethyl)phosphonium bromide